NC=1C(=C(C=CC1)C=1C=C(C(=O)N)C=CN1)C 2-(3-amino-2-methylphenyl)isonicotinamide